FC=1C=C(C=C(C1)F)[C@@H]1CC=NN1C(=O)C1C[C@@H]2[C@@H](CN(C2)C2=NC=CC(=N2)C(=O)N)C1 2-((3aR,5S,6aS)-5-((S)-5-(3,5-difluorophenyl)-4,5-dihydro-1H-pyrazole-1-carbonyl)hexahydrocyclopenta[c]pyrrole-2(1H)-yl)pyrimidine-4-carboxamide